[(2R,3S,5R)-5-(6-amino-2-fluoro-9H-purin-9-yl)-2-ethynyl-3-hydroxyoxolan-2-yl]methyl (1rs,4rs)-4-tert-butylcyclohexane-1-carboxylate C(C)(C)(C)C1CCC(CC1)C(=O)OC[C@]1(O[C@H](C[C@@H]1O)N1C2=NC(=NC(=C2N=C1)N)F)C#C